Thymidintriphosphat CC1=CN(C(=O)NC1=O)[C@H]2C[C@@H]([C@H](O2)CO)O.OP(=O)(O)O.OP(=O)(O)O.OP(=O)(O)O